1-(5-(4-amino-7-cyclopropyl-7H-pyrrolo[2,3-d]pyrimidin-5-yl)-4-fluoroindolin-1-yl)-2-(3-((4-methylpiperazin-1-yl)methyl)-5-(tri-fluoromethyl)phenyl)-ethan-1-one NC=1C2=C(N=CN1)N(C=C2C=2C(=C1CCN(C1=CC2)C(CC2=CC(=CC(=C2)C(F)(F)F)CN2CCN(CC2)C)=O)F)C2CC2